ClC1=NC2=CC(=CC=C2C(=N1)NC=1N=CN(C1)C1=CC(=C(C(=C1)OC)OC)OC)C#N 2-chloro-4-((1-(3,4,5-trimethoxyphenyl)-1H-imidazol-4-yl)amino)quinazoline-7-carbonitrile